3-(4-fluoro-3-methoxyphenyl)-6-oxabicyclo[3.1.0]hexane FC1=C(C=C(C=C1)C1CC2OC2C1)OC